CC1=C(C(=O)N(N1C)C2=CC=CC=C2)NC(=O)CCCCC(=O)O The molecule is a dicarboxylic acid monoamide that is the N-antipyrinyl derivative of adipamic acid. It is a monocarboxylic acid, a dicarboxylic acid monoamide and a pyrazolone. It derives from an antipyrine and an adipamic acid.